BrC1=CC(=C(S1)CNC(C)=O)Cl N-((5-bromo-3-chlorothiophen-2-yl)methyl)acetamide